(4S)-7,8-dichloro-6-(2,6-difluorophenyl)-4-methyl-4H-imidazo[1,2-a][1,4]benzodiazepine ClC1=C(C=CC2=C1C(=N[C@H](C=1N2C=CN1)C)C1=C(C=CC=C1F)F)Cl